C(#N)N1C(CNC(C1)=O)C(=O)N(C1=CC=C(C=C1)S(F)(F)(F)(F)F)C(C(=O)NC1CCC(CC1)(F)F)C=1C=NC=C(C1)F 1-cyano-N-[2-[(4,4-difluorocyclohexyl)amino]-1-(5-fluoro-3-pyridyl)-2-oxo-ethyl]-5-oxo-N-[4-(pentafluoro-λ6-sulfanyl)phenyl]piperazine-2-carboxamide